2,2-di-n-butyl-1,3-propylene glycol C(CCC)C(CO)(CO)CCCC